2-(2,4-dimethyl-1,3-thiazol-5-yl)-2-methoxyethane CC=1SC(=C(N1)C)C(C)OC